palladium-lead [Pb].[Pd]